C(C)N1C(C(=CC2=CC(=CN=C12)[N+](=O)[O-])OCC(=O)NC)=O 2-((1-ethyl-6-nitro-2-oxo-1,2-dihydro-1,8-naphthyridin-3-yl)oxy)-N-methylacetamide